C(C)OC(COC1(CN(C1)C(NCC)=O)C1=NNC(=C1)Br)=O.BrC1=CC(=NN1)C1(CN(C1)C(=O)NCC)OCCO 3-(5-bromo-1H-pyrazol-3-yl)-N-ethyl-3-(2-hydroxyethoxy)azetidine-1-carboxamide Ethyl-{[3-(5-bromo-1H-pyrazol-3-yl)-1-(ethylcarbamoyl)azetidin-3-yl]oxy}acetate